1-cyclopropyl-7-fluoro-benzimidazole-5-carboxylic acid methyl ester COC(=O)C1=CC2=C(N(C=N2)C2CC2)C(=C1)F